N-3-pentyl-methacrylamide tert-butyl-(2S,5R)-2-[4-[[2-(dimethylamino)-2-oxo-ethyl]amino]phenyl]-5-methyl-piperidine-1-carboxylate C(C)(C)(C)OC(=O)N1[C@@H](CC[C@H](C1)C)C1=CC=C(C=C1)NCC(=O)N(C)C.CCC(CC)NC(C(=C)C)=O